FC(C(=O)O)(F)F.ClC1=CC(=C(C=C1)C1(OC2=C(O1)C=CC=C2N2CCN(CC2)CC2=NC1=C(N2CCOC)C=C(C=C1)C(=O)O)C)F 2-({4-[2-(4-chloro-2-fluorophenyl)-2-methyl-1,3-benzodioxol-4-yl]piperazin-1-yl}methyl)-1-(2-methoxyethyl)-1H-benzimidazole-6-carboxylic acid, trifluoroacetate salt